8-(2,6-Dimethoxy-4-propylphenyl)-2-trifluoromethyl-7-methylimidazo[1,2-a]pyridine COC1=C(C(=CC(=C1)CCC)OC)C=1C=2N(C=CC1C)C=C(N2)C(F)(F)F